S(=O)(=O)([O-])CCC[N+]1=C(C=CC=C1)CCSCCSCCC1=[N+](C=CC=C1)CCCS(=O)(=O)[O-] 3-[2-[2-[2-[2-[1-(3-Sulfonatopropyl)pyridin-1-ium-2-yl]ethylsulfanyl]ethylsulfanyl]ethyl]pyridin-1-ium-1-yl]propan-1-sulfonat